5-(imidazo[1,2-a]pyrimidin-6-yl)-N-(1-methylpiperidin-4-yl)-7H-pyrrolo[2,3-d]pyrimidin-2-amine N=1C=CN2C1N=CC(=C2)C2=CNC=1N=C(N=CC12)NC1CCN(CC1)C